3-{2-(Naphthalen-1-yl)ethyl}-1,4,2-dioxazol-5-one C1(=CC=CC2=CC=CC=C12)CCC1=NOC(O1)=O